methylDichloroethylamine CNCC(Cl)Cl